methyl (1S,3S)-3-hydroxycyclopentane-1-carboxylate O[C@@H]1C[C@H](CC1)C(=O)OC